(S)-1-(4-(2-(6-((3r,5r)-3-amino-5-fluoropiperidine-1-carbonyl)-4-methoxy-3-methylpyrazolo[1,5-a]pyridin-2-yl)-1-(cyclopropylmethyl)-1H-indol-7-yl)piperidin-1-yl)-2-methoxypropan-1-one N[C@H]1CN(C[C@@H](C1)F)C(=O)C=1C=C(C=2N(C1)N=C(C2C)C=2N(C1=C(C=CC=C1C2)C2CCN(CC2)C([C@H](C)OC)=O)CC2CC2)OC